S1C(=NC2=C1C=CC=C2)NC(=O)C=2C=CC=C1CCN(CC21)C2=CC=C(C(=N2)C(=O)OC(C)(C)C)C2=C(C(=CC=C2)OCCC2CCN(CC2)CC(=O)OCC)C tert-Butyl 6-[8-(1,3-benzothiazol-2-ylcarbamoyl)-3,4-dihydro-1H-isoquinolin-2-yl]-3-[3-[2-[1-(2-ethoxy-2-oxo-ethyl)-4-piperidyl]ethoxy]-2-methyl-phenyl]pyridine-2-carboxylate